6-(benzylsulfanyl)-1H-indazole C(C1=CC=CC=C1)SC1=CC=C2C=NNC2=C1